2-(6-Methylpyridin-2-yl)-1H-imidazole-4-carbaldehyde CC1=CC=CC(=N1)C=1NC=C(N1)C=O